CP(=O)(C)CC1=CC=C(C=C1)C1=CC2=C(N=C3N2[C@H]2C4=C(C(N([C@@H]3C2)C([2H])([2H])[2H])=O)C=CC=C4C#CC)C=C1 (7R,14R)-11-(4-((dimethylphosphoryl)methyl)phenyl)-6-(methyl-d3)-1-(prop-1-yn-1-yl)-6,7-dihydro-7,14-methanobenzo[f]benzo[4,5]imidazo[1,2-a][1,4]diazocin-5(14H)-one